(R)-7-(2-cyclopropyl-benzyl)-5-(2'-methoxy-4'-methyl-3,4,5,6-tetrahydro-2H-[1,3']bipyridinyl-4-yl)-2,4-dimethyl-2,4,5,7-tetrahydro-pyrazolo[3,4-d]pyrimidin-6-one C1(CC1)C1=C(CN2C(N([C@@H](C=3C2=NN(C3)C)C)C3CCN(CC3)C=3C(=NC=CC3C)OC)=O)C=CC=C1